BrC=1N=C(C=2N(C1)C=C(N2)CBr)N2CCOCC2 4-(6-bromo-2-(bromomethyl)imidazo[1,2-a]pyrazin-8-yl)morpholine